CO[Si](CC(CCCCCCCC)[Si](OC)(OC)OC)(OC)OC 1,2-Bis(trimethoxysilyl)decane